C1(CC1)C(CNC(=O)C=1NC(C=CN1)=O)CC1=C(C=C(C=C1F)F)F N-(2-cyclopropyl-3-(2,4,6-trifluorophenyl)propyl)-6-oxo-1,6-dihydropyrimidine-2-carboxamide